O1CC(C1)OC(=O)N1CCN(CC1)C=1SC(=CN1)C1=C(C=C(C=C1)CC(=O)NC(C)C)S(NCC)(=O)=O 4-(5-(2-(N-ethylsulfamoyl)-4-(2-(isopropylamino)-2-oxoethyl)phenyl)thiazol-2-yl)piperazine-1-carboxylic acid oxetan-3-yl ester